2-cyano-2,3-di-sec-butylbutanedioic acid diethyl ester C(C)OC(C(C(C(=O)OCC)C(C)CC)(C(C)CC)C#N)=O